tert-butyl (2R,3R,4S)-3-fluoro-4-hydroxy-2-((4-(4-methylthiazol-5-yl)benzyl)carbamoyl)pyrrolidine-1-carboxylate F[C@@H]1[C@H](N(C[C@@H]1O)C(=O)OC(C)(C)C)C(NCC1=CC=C(C=C1)C1=C(N=CS1)C)=O